ClC1=C(C=NC=C1)C(C(=O)OC)CC#N methyl 2-(4-chloropyridin-3-yl)-3-cyanopropanoate